C1(CCC1)OC1=C(C(=O)OC)C=CC(=C1)C1CCCC1 methyl 2-(cyclobutoxy)-4-cyclopentyl-benzoate